ClCCCCCCOCCOCCC(C(=O)N)CC(=O)N (2-(2-((6-chlorohexyl)oxy)ethoxy)ethyl)succinamide